(2,2,6,6-tetramethyl-4-piperidyl)-1,2,3,4-ButanTetracarboxylate CC1(NC(CC(C1)OC(=O)CC(C(CC(=O)[O-])C(=O)[O-])C(=O)[O-])(C)C)C